C1=CC=CC=2C3=CC=CC=C3C(C12)COC(=O)N[C@@H](CC(=O)OC(C)(C)C)C(=O)OCC=C 4-tert-butyl 1-(prop-2-en-1-yl) N-{[(9H-fluoren-9-yl)methoxy]carbonyl}-L-aspartate